((2S,4S)-1-(5-borono-2-(methylsulfonyl)benzoyl)-4-(1-hydroxy-1,3-dihydrobenzo[c][1,2]oxaborole-6-carboxamido)pyrrolidine-2-carbonyl)glycine silver [Ag].B(O)(O)C=1C=CC(=C(C(=O)N2[C@@H](C[C@@H](C2)NC(=O)C=2C=CC3=C(B(OC3)O)C2)C(=O)NCC(=O)O)C1)S(=O)(=O)C